C(C1=CC=CC=C1)C1CCN(CC1)CC=1NC(=NN1)C=1NC2=CC=CC=C2C1C 2-(5-((4-benzylpiperidin-1-yl)methyl)-4H-1,2,4-triazol-3-yl)-3-methyl-1H-indole